(R or S)-1-cyclopropyl-4-((6-(2-(ethoxymethoxy)-6-methyl-4-(trifluoromethyl)phenyl)-3-((S or R)-1-hydroxyethyl)-2H-pyrazolo[3,4-b]pyrazin-2-yl)methyl)pyrrolidin-2-one C1(CC1)N1C(C[C@H](C1)CN1N=C2N=C(C=NC2=C1[C@H](C)O)C1=C(C=C(C=C1C)C(F)(F)F)OCOCC)=O |o1:6,18|